C(C1=CC=CC=C1)OC1=C(C=C(C=N1)NC1=CC=CC=C1)C1=CC=CC=C1 6-(Benzyloxy)-N,5-diphenylpyridin-3-amine